CN(C)C[C@@H]1CN2C(OC1)=C(C(=N2)C2=C(C=CC=C2)F)C(=O)N[C@@H]2C(NC1=C(C(=N2)C2=CC=CC=C2)C=CC=C1F)=O (6R)-6-[(dimethylamino)methyl]-N-[(3S)-9-fluoro-2-oxo-5-phenyl-1,3-dihydro-1,4-benzodiazepine-3-yl]-2-(2-fluorophenyl)-6,7-dihydro-5H-pyrazolo[5,1-b][1,3]Oxazine-3-carboxamide